N1(CCOCC1)CCC(=O)C1=CC=CC=C1 3-morpholinyl-1-phenylpropan-1-one